CCOC(=O)C(C(=O)OCC)NC(=O)C acetamido diethyl malonate